[Si](C)(C)(C(C)(C)C)OC1=CC=C(C=C1)OB(O)O 4-(tert-butyldimethylsilyloxy)phenylboric acid